NC(C)(C)C1=C2C=C(N=CC2=C(C=N1)OC)NC1=CC=C2C(=N1)CC(OC2=O)(C)C 2-((5-(2-Aminoprop-2-yl)-8-methoxy-2,6-naphthyridin-3-yl)amino)-7,7-dimethyl-7,8-dihydro-5H-pyrano[4,3-b]pyridin-5-one